NC(C(C1=CC=CC=C1)SC1=C(C(=C(C(=N1)N1CC(C1)NC(CO)=O)C#N)CC)C#N)=O N-(1-(6-((2-amino-2-oxo-1-phenylethyl)thio)-3,5-dicyano-4-ethylpyridin-2-yl)azetidin-3-yl)-2-hydroxyacetamide